FC1=C(C(=O)NOC2OCCCC2)C=C(C=C1)C1=NC2=CC=C3C(=C2C=2CCCCC12)C=NN3 2-Fluoro-N-((tetrahydro-2H-pyran-2-yl)oxy)-5-(8,9,10,11-tetrahydro-3H-pyrazolo[4,3-a]phenanthridin-7-yl)benzamide